(7R,14R)-11-(2-(1-hydroxycyclobutyl)pyrimidin-5-yl)-6-(methyl-d3)-1-((triisopropylsilyl)ethynyl)-6,7-dihydro-7,14-methanobenzo[f]benzo[4,5]imidazo[1,2-a][1,4]diazocin-5(14H)-one OC1(CCC1)C1=NC=C(C=N1)C1=CC2=C(N=C3N2[C@H]2C4=C(C(N([C@@H]3C2)C([2H])([2H])[2H])=O)C=CC=C4C#C[Si](C(C)C)(C(C)C)C(C)C)C=C1